C(C=C)N1CCN(CC1)C1=C(C=C(C(=C1)OC)NC1=NC=NC(=C1)N1OCC[C@@H]1C1=CC(=CC=C1)C(F)(F)F)NC(C=C)=O (R)-N-(2-(4-allylpiperazin-1-yl)-4-methoxy-5-((6-(3-(3-(trifluoromethyl)phenyl)isooxazolidin-2-yl)pyrimidin-4-yl)amino)phenyl)acrylamide